(4-((4,4-difluorocyclohexyl)amino)-6-methylpyrimidin-2-yl)methyl methanesulfonate CS(=O)(=O)OCC1=NC(=CC(=N1)NC1CCC(CC1)(F)F)C